C(C)(C)(C)C1=CC(=C(C=C1)C=1C=C2CCN(C(C2=CC1)=O)C=1C=CC(=C(C1)NS(=O)(=O)C)OCOCCOC)N1C[C@H](O[C@@H](C1)C)C N-(5-(6-(4-(tert-butyl)-2-((2R,6R)-2,6-dimethylmorpholino)phenyl)-1-oxo-3,4-dihydroisoquinolin-2(1H)-yl)-2-((2-methoxyethoxy)methoxy)phenyl)methanesulfonamide